5-bromo-7-methoxy-2-(tetrahydro-2H-pyran-2-yl)-2H-indazole BrC1=CC2=CN(N=C2C(=C1)OC)C1OCCCC1